2-(3-((2S,6S)-2,6-dimethylmorpholino)-5-methyl-1,2,4-triazin-6-yl)-5-(trifluoromethyl)phenol C[C@@H]1O[C@H](CN(C1)C=1N=NC(=C(N1)C)C1=C(C=C(C=C1)C(F)(F)F)O)C